[1,3]thiazepine-7-carboxylic acid S1C=NC=CC=C1C(=O)O